N-(4-(6-(2-(trifluoromethyl)phenyl)-2H-indazol-2-yl)cyclohexyl)acrylamide FC(C1=C(C=CC=C1)C=1C=CC2=CN(N=C2C1)C1CCC(CC1)NC(C=C)=O)(F)F